C(C1=CC=CC=C1)N(S(=O)(=O)N)C1CC2(CN(C2)C2=NC=NN3C2=C(C=C3Cl)C)C1 N-benzyl-N-(2-(7-chloro-5-methylpyrrolo[2,1-f][1,2,4]triazin-4-yl)-2-azaspiro[3.3]heptan-6-yl)sulfamide